N1CCC(C(=O)[O-])CC1 isonipecotate